5-(2-methyl-2H-tetrazol-5-yl)-2-(7-(2,2,6,6-tetramethylpiperidin-4-yl)imidazo[1,2-a]pyrimidin-2-yl)phenol CN1N=C(N=N1)C=1C=CC(=C(C1)O)C=1N=C2N(C=CC(=N2)C2CC(NC(C2)(C)C)(C)C)C1